2-Chloro-5-Ethyl-Pyrimidine ClC1=NC=C(C=N1)CC